ClC1=CC2=CNN=C2C=C1C=1C=2N(C(=NC1C)N1CCC3([C@@H]([C@@H](OC3)C)N)CC1)C=CN2 (3S,4S)-8-[8-(5-chloro-2H-indazol-6-yl)-7-methylimidazo[1,2-c]pyrimidin-5-yl]-3-methyl-2-oxa-8-azaspiro[4.5]decan-4-amine